deoxycytidine-5'-Triphosphate P(O)(=O)(OP(=O)(O)OP(=O)(O)O)OC[C@@H]1[C@H](C[C@@H](O1)N1C(=O)N=C(N)C=C1)O